rel-3-(5-(difluoromethyl)-1,3,4-thiadiazol-2-yl)-8-((2R,6S)-2-(hydroxymethyl)-6-methylmorpholino)-N-(1-methylcyclopropyl)imidazo[1,2-a]pyridine-6-sulfonamide FC(C1=NN=C(S1)C1=CN=C2N1C=C(C=C2N2C[C@@H](O[C@H](C2)C)CO)S(=O)(=O)NC2(CC2)C)F |o1:18,20|